((4-((5-Cyclopropyl-3-(3,5-dichloropyridin-4-yl)isoxazol-4-yl)methoxy)bicyclo[2.2.2]octan-1-yl)methoxy)-4-methylchinolin C1(CC1)C1=C(C(=NO1)C1=C(C=NC=C1Cl)Cl)COC12CCC(CC1)(CC2)COC2=NC1=CC=CC=C1C(=C2)C